NC1=C2C(=NC=N1)N(N=C2C=2C=CC(=NC2)NC(=O)NC2=CC(=C(C=C2)CN2CCN(CC2)C)C(F)(F)F)C2CC2 1-(5-(4-AMINO-1-CYCLOPROPYL-1H-PYRAZOLO[3,4-D]PYRIMIDIN-3-YL)PYRIDIN-2-YL)-3-(4-((4-METHYLPIPERAZIN-1-YL)METHYL)-3-(TRIFLUOROMETHYL)PHENYL)UREA